6'-(((1S,3S)-3-((7-chloro-[1,2,4]triazolo[1,5-a]pyridin-2-yl)amino)cyclopentyl)amino)-2H-[1,3'-bipyridine]-2-one ClC1=CC=2N(C=C1)N=C(N2)N[C@@H]2C[C@H](CC2)NC2=CC=C(C=N2)N2C(C=CC=C2)=O